OC1(OCCC1=O)CO hydroxy-2-(hydroxymethyl)oxolan-3-one